N1C=CC=2C1=NC=CC2CN2N=C(C=C2C(=O)N[C@@H]2[C@H](C2)C)C(=O)NC 1-((1H-Pyrrolo[2,3-b]pyridin-4-yl)methyl)-N3-methyl-N5-((1S,2S)-2-methylcyclopropyl)-1H-pyrazole-3,5-dicarboxamide